hydrogenBromic acid Br(=O)(=O)O